5-(4-cyanophenyl)-1-(4-cyclopropylphenyl)-1H-pyrazole-3-carboxylic acid C(#N)C1=CC=C(C=C1)C1=CC(=NN1C1=CC=C(C=C1)C1CC1)C(=O)O